(2S,4S)-1-benzyloxycarbonyl-4-[[6-[3-[3-(methylamino)propyl]benzimidazol-4-yl]-2-pyridyl]amino]pyrrolidine-2-carboxylic acid C(C1=CC=CC=C1)OC(=O)N1[C@@H](C[C@@H](C1)NC1=NC(=CC=C1)C1=CC=CC=2N=CN(C21)CCCNC)C(=O)O